(S)-2-(cyanomethyl)-4-(2-(((S)-1-methylpyrrolidin-2-yl)methoxy)-5,6,7,8-tetrahydropyrido[3,4-d]pyrimidin-4-yl)piperazine-1-carboxylic acid benzyl ester C(C1=CC=CC=C1)OC(=O)N1[C@H](CN(CC1)C=1C2=C(N=C(N1)OC[C@H]1N(CCC1)C)CNCC2)CC#N